N-methyl-N-(hydroxyethyl)aniline CN(C1=CC=CC=C1)CCO